COCCN1CCC2(CC1)OC1=CC=CC=C1C(C2)=O 1'-(2-methoxyethyl)spiro[chromane-2,4'-piperidin]-4-one